C(C)C=1C=NN(C1)CC=1C=C(C=CC1OC1=CC=CC=C1)N1C(N(C(NC1=O)=O)C1=CC=CC=C1)=O 1-{3-[(4-Ethyl-1H-pyrazol-1-yl)methyl]-4-phenoxyphenyl}-3-phenyl-1,3,5-triazinan-2,4,6-trion